BrC=1C=CC(=C(C=NC(C(=O)O)C(C)C)C1)OC(C(C)C)=O 2-(5-bromo-2-(isobutyryloxy)benzylideneamino)-3-meth-ylbutanoic acid